(tetradecyl methacrylate) cyclohexyl-methacrylate C1(CCCCC1)OC(C(=C)C)=O.C(CCCCCCCCCCCCC)C=C(C(=O)O)C